5-((3-chloro-4-fluorobenzyl)oxy)-2,3-dihydro-1H-inden-1-one ClC=1C=C(COC=2C=C3CCC(C3=CC2)=O)C=CC1F